2-[(E)-3-methoxyprop-1-enyl]-4,4,5,5-tetramethyl-1,3,2-dioxaborolane COC/C=C/B1OC(C(O1)(C)C)(C)C